tert-butyl (S)-tert-butyl((6-(2-chloro-3-(2,3-dichloropyridin-4-yl)phenyl)-2-methoxypyridin-3-yl)methyl)((5-oxopyrrolidin-2-yl)methyl)carbamate C(C)(C)(C)[C@@H](C1NC(CC1)=O)N(C(OC(C)(C)C)=O)CC=1C(=NC(=CC1)C1=C(C(=CC=C1)C1=C(C(=NC=C1)Cl)Cl)Cl)OC